ClC1=CC=C(C=N1)OC[C@@H]1N(CC1)CC1=CC(=NC=C1)C=1C=C2CN(C(C2=CC1)=O)C1C(NC(CC1)=O)=O 3-(5-(4-(((R)-2-(((6-chloropyridin-3-yl)oxy)methyl)azetidin-1-yl)methyl)pyridin-2-yl)-1-oxoisoindolin-2-yl)piperidine-2,6-dione